FC=1C(=CC(=C(C1)N1C(C=CC2=CC(=CC=C12)S(=O)(=O)NC1=NOC=C1)=O)OC)[C@H]1[C@@H](C1)C1=CC=CC=C1 (P)-1-(5-fluoro-2-methoxy-4-((1R,2R)-2-phenylcyclopropyl)phenyl)-N-(isoxazol-3-yl)-2-oxo-1,2-dihydroquinoline-6-sulfonamide